OCCN1N=C(C=C1)S(=O)(=O)C=1C=C2C=NN(C(C2=CC1)=O)CC=1C(=NC=CC1)O 6-(1-(2-hydroxyethyl)-1H-pyrazol-3-ylsulfonyl)-2-((2-hydroxypyridin-3-yl)methyl)phthalazin-1(2H)-one